1-((benzyloxy)methyl)-2-fluoro-4-nitrobenzene C(C1=CC=CC=C1)OCC1=C(C=C(C=C1)[N+](=O)[O-])F